O1CCN(CC1)C=1C=C2C(NNC(C2=CC1)=O)=O 6-morpholino-2,3-dihydro-phthalazine-1,4-dione